NC1N(CCNC1)C1=C(C=CC=2OCCOC21)C 5-(2-aminopiperazin-1-yl)-6-methyl-2,3-dihydro-1,4-benzodioxine